N=1NC(=C2NCCCC21)C(=O)O 4,5,6,7-tetrahydro-2H-pyrazolo[4,3-b]pyridine-3-carboxylic acid